NC=1SC2=C(N1)C(=CC=C2F)C2=CC=C1C(=NN(C(C1=C2F)=O)CCC2N(CCC2)C)N2CC1CCC(C2)N1 7-(2-amino-7-fluorobenzo-[d]thiazol-4-yl)-4-(3,8-diazabicyclo[3.2.1]octan-3-yl)-8-fluoro-2-(2-(1-methyl-pyrrolidin-2-yl)ethyl)phthalazin-1(2H)-one